COC1=CC=C(C=C1)N(C(=O)OCC1CCC(CC1)COCC(=O)O)C1=CC=CC=C1 2-(((1s,4s)-4-(((4-methoxyphenyl)(phenyl)carbamoyloxy)methyl)cyclohexyl)methoxy)acetic acid